C1(=CC=CC=C1)N1C2(C(C(C(C(C2=C2C1(C(C(C1(N(C3(C(C(C(C(C3(C21[2H])[2H])([2H])[2H])([2H])[2H])([2H])[2H])([2H])[2H])[2H])C2=CC=1C3=CC=CC=C3C3=CC=CC=C3C1C=C2)[2H])([2H])[2H])([2H])[2H])[2H])([2H])[2H])([2H])[2H])([2H])[2H])([2H])[2H])[2H] 5,8-Dihydro-5-phenyl-8-(2-triphenylenyl)indolo[2,3-c]carbazole-d26